BrC1=C(C=C(C=C1OCC)[C@H]([C@H](CC(=O)O)OC1CCCC1)O[Si](C)(C)C(C)(C)C)OCC (3S,4R)-4-(4-bromo-3,5-diethoxyphenyl)-4-((tert-butyldimethylsilyl)oxy)-3-(cyclopentyloxy)butanoic acid